(3S,3aS)-7-[4-[6-chloro-4-[difluoro(4-piperidyl)methyl]-2-pyridyl]piperazin-1-yl]sulfonyl-3-(hydroxymethyl)-3a,4-dihydro-3H-oxazolo[4,3-c][1,4]benzoxazin-1-one ClC1=CC(=CC(=N1)N1CCN(CC1)S(=O)(=O)C1=CC2=C(N3[C@@H](CO2)[C@H](OC3=O)CO)C=C1)C(C1CCNCC1)(F)F